C(C)(C)N1C(N(C2=C1C=C(C=C2)C2CCNCC2)C2C(NC(CC2)=O)=O)=O 3-[3-isopropyl-2-oxo-5-(4-piperidyl)benzimidazol-1-yl]piperidine-2,6-dione